N,N'-bis(carbobenzyloxy)-1H-pyrazole-1-carboxamidine C(=O)(OCC1=CC=CC=C1)NC(=NC(=O)OCC1=CC=CC=C1)N1N=CC=C1